gallium fluoride trifluoride [F-].[F-].[F-].[F-].[Ga+3]